3,5-dibromo-1-[2-(hydroxymethyl)butyl]pyrazole-4-carboxylic acid ethyl ester C(C)OC(=O)C=1C(=NN(C1Br)CC(CC)CO)Br